(3aS,5aR,7R,8aR,8bS)-2,2,6,6,7,8,8-heptamethyldecahydro-2H-indeno[4,5-b]furan CC1(C[C@H]2[C@H](O1)[C@H]1C([C@@H](C([C@@H]1CC2)(C)C)C)(C)C)C